(R)-N-(4,4-difluoro-1-methylpyrrolidin-3-yl)-5-(1-(2,2-difluoroethyl)-4-fluoro-1H-benzo[d]imidazol-6-yl)-6-fluoro-4-(methoxy-d3)pyrrolo[2,1-f][1,2,4]triazin-2-amine FC1([C@@H](CN(C1)C)NC1=NN2C(C(=N1)OC([2H])([2H])[2H])=C(C(=C2)F)C=2C=C(C1=C(N(C=N1)CC(F)F)C2)F)F